2-(3,5-Difluoro-phenyl)-N-[2-dimethylamino-6-(2,6-dimethyl-benzylamino)-pyridin-3-yl]-acetamide FC=1C=C(C=C(C1)F)CC(=O)NC=1C(=NC(=CC1)NCC1=C(C=CC=C1C)C)N(C)C